6-bromo-7-methoxy-4-(1-methyl-3-phenyl-1H-pyrazol-4-yl)quinazoline BrC=1C=C2C(=NC=NC2=CC1OC)C=1C(=NN(C1)C)C1=CC=CC=C1